C(C)N1C=C(C(C2=CC(=CN=C12)OC1CC2=CC=CC=C2C1)=O)C(=O)N1C2COCC1C2 1-Ethyl-6-indan-2-yloxy-3-(3-oxa-6-azabicyclo[3.1.1]heptane-6-carbonyl)-1,8-naphthyridin-4-one